CC(COC(CCCC1=CC(=CC(=C1)C)C(C)(C)C)=O)(C)C1OCOCC12COCOC2 1,1-dimethyl-2-[(3-tert-butyl-5-methyl-benzyl)propionyloxy]ethyl-2,4,8,10-tetraoxaspiro[5.5]undecane